CCCCCCCC/C=C\CCCCCC(CC(=O)O[C@@H](CCC(=O)[O-])[N+](C)(C)C)O Dodecanedioylcarnitine